1-(5-{[(5-Chlorothiophen-2-yl)methyl]amino}-3-(1-{[6-(trifluoromethyl)pyridin-2-yl]methyl}piperidin-4-yl)-1H-pyrazol-1-yl)-2,2-dimethylpropan-1-on ClC1=CC=C(S1)CNC1=CC(=NN1C(C(C)(C)C)=O)C1CCN(CC1)CC1=NC(=CC=C1)C(F)(F)F